[Na+].ClC1=CC(=CC(=N1)NS([O-])(=O)=O)C(F)(F)F 6-Chloro-4-(trifluoromethyl)-2-pyridylsulfamic acid sodium salt